curcumin monophosphate mono-sodium salt [Na+].P(=O)([O-])(O)O.COC1=CC(=CC=C1O)\C=C\C(=O)CC(=O)\C=C\C1=CC=C(O)C(OC)=C1